C(C(=C)C)(=O)OC1=CC=C(C=C1)C1=CC=CC2=C1C1=C([SH+]2)C=CC=C1 9-(4-methacryloxyphenyl)dibenzothiophenium